(2R,6R)-4-((R)-1-(2,6-difluorophenyl)-3-hydroxypropyl)-1-isobutyryl-6-methylpiperazine-2-carboxylic acid FC1=C(C(=CC=C1)F)[C@@H](CCO)N1C[C@@H](N([C@@H](C1)C)C(C(C)C)=O)C(=O)O